N1-(2-methoxy-6-methylphenyl)-N2-((S)-4-methyl-1-oxo-1-(((S)-3-oxo-1-((S)-2-oxopyrrolidin-3-yl)-4-(trifluoromethoxy)butan-2-yl)amino)pentan-2-yl)oxalamide COC1=C(C(=CC=C1)C)NC(C(=O)N[C@H](C(N[C@@H](C[C@H]1C(NCC1)=O)C(COC(F)(F)F)=O)=O)CC(C)C)=O